C(C)(=O)C1=CN(C2=CC=C(C=C12)C1=CN=NC=C1)CC(=O)N1[C@@H](C[C@H](C1)F)C(=O)NC=1C=NC=CC1 (2S,4R)-1-(2-(3-acetyl-5-(pyridazin-4-yl)-1H-indol-1-yl)acetyl)-4-fluoro-N-(pyridin-3-yl)pyrrolidine-2-carboxamide